C(C1=CC=C(C(=O)NCCCCCC(=O)O)C=C1)(=O)NCCCCCC(=O)O N,N'-terephthaloyl-di(6-aminocaproic acid)